N-tert-butyl-2-({2-[4-(2-hydroxyethyl)pyridin-2-yl]-5H,6H,7H-cyclopenta[d]pyrimidin-4-yl}(methyl)amino)acetamide C(C)(C)(C)NC(CN(C)C=1C2=C(N=C(N1)C1=NC=CC(=C1)CCO)CCC2)=O